OCC1=CC=CC(N1)=O 6-(hydroxymethyl)-2-oxo-1,2-dihydropyridin